FC=1C=C(C=CC1F)C=1N=C(SC1C1(COC1)O)NS(=O)(=O)C1=C(C=C(C=N1)NC(C)=O)C N-(6-(N-(4-(3,4-difluorophenyl)-5-(3-hydroxyoxetan-3-yl)thiazol-2-yl)sulfamoyl)-5-methylpyridin-3-yl)acetamide